N-(2-hydroxyethyl)azetidine-3-carboxamide hydrochloride Cl.OCCNC(=O)C1CNC1